benzyl (3R)-3-(aminomethyl)-5-oxo-piperazine-1-carboxylate NC[C@@H]1CN(CC(N1)=O)C(=O)OCC1=CC=CC=C1